C(C1=CC=CC=C1)OC(=O)N1CC2=CC=C(C=C2CC1)S(N)(=O)=O 6-sulfamoyl-3,4-dihydro-1H-isoquinoline-2-carboxylic acid benzyl ester